CC1(CN(CCC1)C(C(C)OC1=CC=C2C(=CC(OC2=C1)=O)C1=C(C=CC=C1)C)=O)C(=O)O 3-methyl-1-[2-[4-(o-tolyl)-2-oxo-chromen-7-yl]oxypropanoyl]piperidine-3-carboxylic acid